trifluoropropan-2-amine FC(C(C)N)(F)F